C(#N)C1=C(C(=O)N[C@@H](CCOC2CC(C2)CCC2=NC=3NCCCC3C=C2)C(=O)O)C=C(N=C1O)C N-(3-cyano-2-hydroxy-6-methylisonicotinoyl)-O-((1R,3R)-3-(2-(5,6,7,8-tetrahydro-1,8-naphthyridin-2-yl)ethyl)cyclobutyl)-L-homoserine